3-Bromo-5-(ethylthio)-2,6-dimethyl-7H-thieno[3,2-b]pyran-7-one BrC1=C(SC2=C1OC(=C(C2=O)C)SCC)C